(2R)-2-amino-N-hydroxy-3-sulfanylpropanamide N[C@H](C(=O)NO)CS